CCCCC(CC)CC1=CC=C(C=C1)Br 4-(2-ethylhexyl)bromobenzene